COC(C(N1C(NCC1=O)=O)C1=CC=C(C=C1)Cl)=O.O1C(C1)CC1CN(C(O1)=O)C1=NC2=C(OCC(N2COCC[Si](C)(C)C)=O)N=C1 6-[5-(oxiran-2-ylmethyl)-2-oxo-oxazolidin-3-yl]-4-(2-trimethylsilyl-ethoxymethyl)pyrazino[2,3-b][1,4]oxazin-3-one Methyl-2-(4-chlorophenyl)-2-(2,5-dioxoimidazolidin-1-yl)acetate